1-((5-methyl-1,2,4-oxadiazol-3-yl)methyl)-1H-indazole CC1=NC(=NO1)CN1N=CC2=CC=CC=C12